C(#N)[C@H](CC1=CNC2=CC=CC=C12)NC(=O)C1[C@@H]2C(C2CN1C(=O)[C@H](C(C)(C)C)NC(OC)=O)(C)C Methyl N-[(1S)-1-[(1S)-2-[[(1S)-1-cyano-2-(1H-indol-3-yl)ethyl]carbamoyl]-6,6-dimethyl-3-azabicyclo[3.1.0]hexane-3-carbonyl]-2,2-dimethyl-propyl]carbamate